COC1=NC=CC(=C1)C=1C=C(C=CC1)C=1N=C(SC1)NC(=O)[C@H]1N(CC1)C(=O)C1=CN(C(=C1)C)S(=O)(=O)C (S)-N-(4-(3-(2-methoxypyridin-4-yl)phenyl)thiazol-2-yl)-1-(5-methyl-1-(methylsulfonyl)-1H-pyrrole-3-carbonyl)azetidine-2-carboxamide